(11β)-11,17-dihydroxyl-21-{[4-O-(β-D-galactopyranosyl)-D-fructofuranosyl]oxy}pregna-1,4-diene-3,20-dione O[C@@H]1[C@@H]2[C@]3(C=CC(C=C3CC[C@H]2[C@@H]2CC[C@](C(COC3(CO)[C@@H](O)[C@H](O[C@H]4[C@H](O)[C@@H](O)[C@@H](O)[C@H](O4)CO)[C@H](O3)CO)=O)([C@]2(C1)C)O)=O)C